2'-chloro-5'-methoxy-6-methyl-N-[5-(2-oxopiperidin-1-yl)-[1,3]thiazolo[5,4-b]pyridin-2-yl]-[4,4'-bipyridine]-3-carboxamide ClC1=NC=C(C(=C1)C1=C(C=NC(=C1)C)C(=O)NC=1SC2=NC(=CC=C2N1)N1C(CCCC1)=O)OC